ClC1=C(C2=C(C(N3[C@@H](CO2)CN(CC3)C(=O)OC(C)(C)C)=O)C(=N1)N1CCCC13COCC3)Cl tert-butyl (R)-3,4-dichloro-12-oxo-1-(7-oxa-1-azaspiro[4.4]nonan-1-yl)-6a,7,9,10-tetrahydro-6H-pyrazino[2,1-c]pyrido[3,4-f][1,4]oxazepine-8(12H)-carboxylate